(2-(4-(6-azidohexanamido)piperidin-1-yl)thiazole-4-carbonyl)-O-(tert-butyldimethylsilyl)-Z-serinate N(=[N+]=[N-])CCCCCC(=O)NC1CCN(CC1)C=1SC=C(N1)C(=O)OC([C@@H](N)CO[Si](C)(C)C(C)(C)C)=O